1-(1Z-hexadecenyl)-2-hexadecanoyl-glycero-3-phosphocholine CCCCCCCCCCCCCCCC(=O)O[C@H](CO/C=C\CCCCCCCCCCCCCC)COP(=O)([O-])OCC[N+](C)(C)C